N-(5-Chloro-6-methoxypyridin-3-yl)-1-(chinolin-5-yl)-5-(trifluoromethyl)-1H-pyrazol-4-carboxamid ClC=1C=C(C=NC1OC)NC(=O)C=1C=NN(C1C(F)(F)F)C1=C2C=CC=NC2=CC=C1